2-fluoro-N-(2-methoxyethyl)-N-methylpyridin-4-amine FC1=NC=CC(=C1)N(C)CCOC